C(C1=CC=CC=C1)N1C2=NC=NC(=C2N=C1C1=C(C=C(OCCCN2CC(C2)O)C=C1)Cl)OC1(CC1)C 1-(3-(4-(9-benzyl-6-(1-methylcyclopropoxy)-9H-purin-8-yl)-3-chlorophenoxy)propyl)azetidin-3-ol